6-methylethylaniline CC1=CC=CC=C1NCC